C[C@H]1N(CCN(C1)C1=NC=C(C=N1)C(F)(F)F)C(=O)OC1=CC(=CC=C1)C1=CNC(C(=C1)C(F)(F)F)=O 3-(6-Oxo-5-(trifluoromethyl)-1,6-dihydropyridin-3-yl)phenyl (R)-2-methyl-4-(5-(trifluoromethyl)pyrimidin-2-yl)piperazine-1-carboxylate